(4-fluoro-4-(((trans-2-phenylcyclopropyl)amino)methyl)cyclohexyl)acetamide FC1(CCC(CC1)CC(=O)N)CN[C@H]1[C@@H](C1)C1=CC=CC=C1